3-bromo-5-(tert-butyl)benzo[B]thiophene BrC=1C2=C(SC1)C=CC(=C2)C(C)(C)C